N'-[1-(hydroxymethyl)cyclopropyl]urea OCC1(CC1)NC(N)=O